2-(3-pyridyl)-1H-benzimidazole N1=CC(=CC=C1)C1=NC2=C(N1)C=CC=C2